BrC(=CCC(C(C)S(=O)(=O)N(CC1=CC=C(C=C1)OC)CC1=CC=C(C=C1)OC)C)F 6-bromo-6-fluoro-N,N-bis(4-methoxybenzyl)-3-methylhex-5-ene-2-sulfonamide